dicyclohexyl-(2',4',6'-Triisopropyl-3,6-dimethoxy-[1,1'-biphenyl]-2-yl)phosphine C1(CCCCC1)P(C1=C(C(=CC=C1OC)OC)C1=C(C=C(C=C1C(C)C)C(C)C)C(C)C)C1CCCCC1